3-(difluoromethyl)-6-methylpyrazine-2-carboxylic acid FC(C=1C(=NC(=CN1)C)C(=O)O)F